O1NC(CC2=C1C=CC=C2)=O benzo[e][1,2]oxazinone